(6-azaspiro[2.5]octan-6-yl)terephthalamide C1CC12CCN(CC2)C2=C(C(=O)N)C=CC(=C2)C(=O)N